N-((2S,3R)-4-(4-(benzylthio)phenylamino)-3-hydroxy-1-phenylbut-2-yl)-4-fluorobenzamide C(C1=CC=CC=C1)SC1=CC=C(C=C1)NC[C@H]([C@H](CC1=CC=CC=C1)NC(C1=CC=C(C=C1)F)=O)O